C(C)(C)(C)C=1C=C(C(=C(C(=O)OC)C1)I)C(=O)OC dimethyl 5-(tert-butyl)-2-iodoisophthalate